C(C)(=O)C1=C(C2=C(N=C(N=C2)NC2=CC=C(C=N2)C2CCN(CC2)CC2CN(C2)C2=CC=C(C(=O)NC3C(NC(CC3)=O)=O)C=C2)N(C1=O)C1CCCC1)C 4-(3-((4-(6-((6-acetyl-8-cyclopentyl-5-methyl-7-oxo-7,8-dihydropyrido[2,3-d]pyrimidin-2-yl)amino)pyridin-3-yl)piperidin-1-yl)methyl)azetidin-1-yl)-N-(2,6-dioxopiperidin-3-yl)benzamide